CN(C(=O)C=1C=C(OC=2C=C(COC3=C(C(=C(COP(=O)(N[C@@H](CBr)C)N[C@@H](CBr)C)C(=C3F)F)F)F)C=CC2[N+](=O)[O-])C=CC1)C bis((R)-1-bromoprop-2-ylamino)phosphinic acid 4-((3-(3-(dimethylcarbamoyl) phenoxy)-4-nitrobenzyl) oxy)-2,3,5,6-tetrafluorobenzyl ester